ethyl 6-fluoro-1-[3-(methoxymethyl)cyclobutyl]-4-oxo-7-[(2R)-2-[(pyridin-2-yloxy) methyl]pyrrolidin-1-yl]-1,4-dihydroquinoline-3-carboxylate FC=1C=C2C(C(=CN(C2=CC1N1[C@H](CCC1)COC1=NC=CC=C1)C1CC(C1)COC)C(=O)OCC)=O